1,5-diazabicyclo[4.3.0]Nonen N12C=CCNC2CCC1